C1CC12COC(C2)CN2C(=NC1=C2C=C(C=C1)C(=O)O)CC1=C(C=C(C(=C1)F)C1=NC(=CC=C1)OCC1=C(C=C(C=C1)C#N)F)F 1-(5-oxaspiro[2.4]heptan-6-ylmethyl)-2-(4-(6-((4-cyano-2-fluorobenzyl)oxy)pyridin-2-yl)-2,5-difluorobenzyl)-1H-benzo[d]imidazole-6-carboxylic acid